C(C)(C)(C)[S@@](=O)\N=C/1\C2=CC(=CC=C2CC12CCN(CC2)C(=O)OC(C)(C)C)Cl tert-butyl (R,E)-1-((tert-butylsulfinyl)imino)-6-chloro-1,3-dihydrospiro[indene-2,4'-piperidine]-1'-carboxylate